3-Chloro-7-(2-((3as,4r,6ar)-4-(6-chloro-9H-purin-9-yl)-2,2-dimethyl-3a,6a-dihydro-4H-cyclopenta[d][1,3]dioxol-6-yl)ethyl)-5-fluoroquinolin-2-amine ClC=1C(=NC2=CC(=CC(=C2C1)F)CCC1=C[C@H]([C@H]2[C@@H]1OC(O2)(C)C)N2C1=NC=NC(=C1N=C2)Cl)N